C1(=CC=CC=C1)C(C(=O)OCC#N)CC(=O)OC 1-(cyanomethyl) 4-methyl 2-phenylsuccinate